diphenyl-9H-fluoren-9-one C1(=CC=CC=C1)C1=C(C=2C(C3=CC=CC=C3C2C=C1)=O)C1=CC=CC=C1